C(C=C)(=O)N1CC2(C1)CC(C2)C=2N(C(=C(N2)C2=CC=C(C=C2)C(NC2=NC=CC(=C2)CC)=O)C(=O)N)N 2-(2-acryloyl-2-azaspiro[3.3]heptan-6-yl)-1-amino-4-(4-((4-ethylpyridin-2-yl)carbamoyl)phenyl)-1H-imidazole-5-carboxamide